The molecule is a L-lysine derivative with a glycyl group at the N(6)-position. It is a L-lysine derivative and a non-proteinogenic L-alpha-amino acid. C(CCNC(=O)CN)C[C@@H](C(=O)O)N